C(#N)C1=C(C=C(C=C1)N1CCC(CC1)C(=O)NC1=CC=C(C=N1)N1CCCCC1)C(F)(F)F 1-(6-(1-(4-cyano-3-(trifluoromethyl)phenyl)piperidin-4-carboxamido)pyridin-3-yl)piperidin